methyl 3-mercaptopropionate (methyl 3-mercaptopropanoate) CC(C(=O)O)CS.SCCC(=O)OC